CN1C(CCC2=CC(=CC=C12)C=1C=C(C=NC1)[C@H](C)N[S@](=O)C(C)(C)C)=O |o1:17| (R)-2-Methyl-propane-2-sulfinic acid {(S or R)-1-[5-(1-methyl-2-oxo-1,2,3,4-tetrahydro-quinolin-6-yl)-pyridin-3-yl]-ethyl}-amide